CN(CCCN=C=NC1CCCCC1)C 1-(3-dimethylaminopropyl)-3-cyclohexyl-carbodiimide